C(C1=CC=CC=C1)OC(=O)N1CCN(CC1)C(N(C)C1CCC1)=O 4-(Cyclobutyl-(methyl)carbamoyl)piperazine-1-carboxylic acid benzyl ester